C1(=CC=CC=C1)C=1C=C(C=2N(C3=CC=C(C=C3C2C1)C1=CC=CC=C1)C1=CC=CC=C1)B(O)O (3,6,9-triphenyl-9H-carbazol-1-yl)boronic acid